NC=1C(=NON1)C1=NC2=C(N1CC(=O)NC1=CC=C(C=C1)NC(C)=O)C=CC=C2 2-(2-(4-amino-1,2,5-oxadiazol-3-yl)-1H-benzo[d]imidazol-1-yl)-N-(4-acetamidophenyl)acetamide